N-[2-[[(2R)-2-amino-5-guanidino-pentanoyl]amino]ethyl]-4-[[3-(2-chloro-3-fluoro-4-methoxyphenyl)imidazo[1,2-a]pyrazin-8-yl]amino]-2-ethylbenzamide formate C(=O)O.N[C@@H](C(=O)NCCNC(C1=C(C=C(C=C1)NC=1C=2N(C=CN1)C(=CN2)C2=C(C(=C(C=C2)OC)F)Cl)CC)=O)CCCNC(=N)N